5-(3-{4-[6-amino-8-oxo-7-(4-phenoxyphenyl)purin-9-yl]-[1,4'-bipiperidin]-1'-yl}azetidin-1-yl)-2-(2,6-dioxopiperidin-3-yl)isoindole-1,3-dione NC1=C2N(C(N(C2=NC=N1)C1CCN(CC1)C1CCN(CC1)C1CN(C1)C=1C=C2C(N(C(C2=CC1)=O)C1C(NC(CC1)=O)=O)=O)=O)C1=CC=C(C=C1)OC1=CC=CC=C1